2-chloro-4-(3-fluoropiperidin-1-yl)-6,7-dimethylpteridine ClC1=NC2=NC(=C(N=C2C(=N1)N1CC(CCC1)F)C)C